trans-tert-butyl-4-(7-bromo-5-fluoro-4-oxoquinazolin-3(4H)-yl)-3-fluoropiperidine-1-carboxylate C(C)(C)(C)OC(=O)N1C[C@H]([C@@H](CC1)N1C=NC2=CC(=CC(=C2C1=O)F)Br)F